N-[(4R,5S)-7-ethyl-3-methyl-4-(2-methylthiophen-3-yl)-6-oxo-1-phenyl-1H,4H,5H,6H,7H-pyrazolo[3,4-b]pyridin-5-yl]-3-(trifluoromethyl)benzamide C(C)N1C2=C([C@@H]([C@@H](C1=O)NC(C1=CC(=CC=C1)C(F)(F)F)=O)C1=C(SC=C1)C)C(=NN2C2=CC=CC=C2)C